4-(4-amino-7-((3-aminooxetan-3-yl)ethynyl)-2-(4-(2-fluoroacryloylamino)phenyl)-1-methyl-1H-pyrrolo[3,2-c]pyridin-3-yl)-2-methoxy-N-(2,2,2-trifluoroethyl)benzamide NC1=NC=C(C2=C1C(=C(N2C)C2=CC=C(C=C2)NC(C(=C)F)=O)C2=CC(=C(C(=O)NCC(F)(F)F)C=C2)OC)C#CC2(COC2)N